tert-butyl ((S)-1-amino-3-((S)-6,7-difluoro-3-oxo-3,4-dihydro-2H-benzo[b][1,4]oxazin-2-yl)-1-oxopropan-2-yl)carbamate NC([C@H](C[C@H]1C(NC2=C(O1)C=C(C(=C2)F)F)=O)NC(OC(C)(C)C)=O)=O